4-(3-isopropyl-5-(1-((2-methoxypyrimidin-5-yl)methyl)piperidin-4-yl)-1H-indol-2-yl)-1H-pyrazolo[3,4-b]pyridine C(C)(C)C1=C(NC2=CC=C(C=C12)C1CCN(CC1)CC=1C=NC(=NC1)OC)C1=C2C(=NC=C1)NN=C2